2-{[3-oxo-8-(pyridin-2-yl)-1H,2H,3H-benzo[e]isoindol-2-yl]methyl}but-2-enenitrile O=C1N(CC=2C3=C(C=CC12)C=CC(=C3)C3=NC=CC=C3)CC(C#N)=CC